ethyl 6-(2-(2-(2-methoxyethoxy)ethoxy)ethyl)-2-methyl-5-oxo-5,6-dihydro-1,6-naphthyridine-3-carboxylate COCCOCCOCCN1C(C=2C=C(C(=NC2C=C1)C)C(=O)OCC)=O